lauroyl-ornithine propyl ester C(CC)OC([C@@H](NC(CCCCCCCCCCC)=O)CCCN)=O